C(C)(C)(C)OC(=O)N(C1=CC(=NC=2N1N=CC2C2CC2)O[C@H]2CN(CC2)C(=O)OC(C)(C)C)CC2=CC=C(C=C2)C2=NC=CC=C2 tert-butyl (R)-3-((7-((tert-butoxycarbonyl)(4-(pyridin-2-yl)benzyl)amino)-3-cyclopropylpyrazolo[1,5-a]pyrimidin-5-yl)oxy)pyrrolidine-1-carboxylate